1-triethoxysilyl-8-(diethylamino)(methyldiethoxysilylpropylamino)methylsilyl-octane C(C)O[Si](C(CCCCCCCN(CC)CC)[SiH2]CNCCC[Si](OCC)(OCC)C)(OCC)OCC